(1R,3R,5S)-9-((6-(5-fluoro-2-(((3S,4R)-3-hydroxytetrahydro-2H-pyran-4-yl)amino)pyrimidin-4-yl)-4-isopropylquinolin-3-yl)methyl)-9-azabicyclo[3.3.1]nonan-3-ol FC=1C(=NC(=NC1)N[C@H]1[C@@H](COCC1)O)C=1C=C2C(=C(C=NC2=CC1)CN1[C@H]2CC(C[C@@H]1CCC2)O)C(C)C